tert-Butyl 3-[(Z)-[amino-(5-fluoro-3-pyridyl)methylene]amino]-2,4,6,7-tetrahydropyrazolo[4,3-c]pyridine-5-carboxylate N\C(\C=1C=NC=C(C1)F)=N/C=1NN=C2C1CN(CC2)C(=O)OC(C)(C)C